tert-Butyl 4-(methyl(3-(methylsulfonyl)benzyl)amino)piperidine-1-carboxylate CN(C1CCN(CC1)C(=O)OC(C)(C)C)CC1=CC(=CC=C1)S(=O)(=O)C